1-[4-(3,5-dichlorophenyl)piperazin-1-yl]-2-methoxy-pentane-1,4-dione ClC=1C=C(C=C(C1)Cl)N1CCN(CC1)C(C(CC(C)=O)OC)=O